methyl 6-(4-(3-(4-chloro-3-fluorophenyl)-1-(pyridin-3-ylmethyl)-1H-pyrrolo[2,3-b]pyridine-6-carbonyl)-3,3-dimethylpiperazin-1-yl)-2,4-dimethylnicotinate ClC1=C(C=C(C=C1)C1=CN(C2=NC(=CC=C21)C(=O)N2C(CN(CC2)C2=NC(=C(C(=O)OC)C(=C2)C)C)(C)C)CC=2C=NC=CC2)F